FC1=C(C(=CC=C1)F)NC=1C(C(=O)O)=CC=CC1[N+](=O)[O-] N-(2,6-difluorophenyl)-3-nitroanthranilic acid